C1(CCCC1)C=[Si]=[Hf](C1C(=CC2=C(C=CC=C12)C(C)(C)C)C)C1C(=CC2=C(C=CC=C12)C(C)(C)C)C cyclopentylmethylenesilylene-bis(2-methyl-4-tert-butylinden-1-yl)hafnium